BrC1=CC=C(C2=C1C=C(S2)C(=O)OC)Cl methyl 4-bromo-7-chlorobenzothiophene-2-carboxylate